(S)-3-(benzo[d][1,3]dioxol-4-yloxy)-3-(5-bromothiophen-2-yl)-N-(3-morpholinopropyl)propan-1-amine O1COC2=C1C=CC=C2O[C@@H](CCNCCCN2CCOCC2)C=2SC(=CC2)Br